FCCN1C=C(C=2C1=NC=CC2CC2=CC=C(C=C2)C(F)(F)F)C(=O)OC methyl 1-(2-fluoroethyl)-4-[[4-(trifluoromethyl)phenyl]methyl]pyrrolo[2,3-b]pyridine-3-carboxylate